5-amino-2,6-dichloropyrimidine-4-carboxylic acid NC=1C(=NC(=NC1Cl)Cl)C(=O)O